methyllead C[Pb]